6-bromo-2,3-dihydro-1H-pyrrolo[3,2-b]pyridine BrC=1C=C2C(=NC1)CCN2